1-(4-(8-((4-((6-fluoro-1,7-dimethyl-1H-benzo[d][1,2,3]triazol-5-yl)oxy)-3-methylphenyl)amino)pyrimido[5,4-d]pyrimidin-2-yl)piperazin-1-yl)prop-2-en-1-one FC=1C(=CC2=C(N(N=N2)C)C1C)OC1=C(C=C(C=C1)NC1=NC=NC2=C1N=C(N=C2)N2CCN(CC2)C(C=C)=O)C